BrC=1C=C(C(N)C(=O)O)C=CC1 3-Bromo-phenylglycine